tert-butyl 2-(4-bromo-2,3,5-trifluorobenzyl)-1-(2-methoxyethyl)-1H-benzo[d]imidazole-6-carboxylate BrC1=C(C(=C(CC2=NC3=C(N2CCOC)C=C(C=C3)C(=O)OC(C)(C)C)C=C1F)F)F